ClC1=CC=C(C(=O)N/N=C(\C)/C2=CC=CC=C2)C=C1 (E)-4-chloro-N'-(1-phenylethylidene)benzohydrazide